1-(5Z,8Z,11Z,14Z,17Z-eicosapentaenoyl)-2-(8Z,11Z,14Z-eicosatrienoyl)-glycero-3-phosphoserine CCCCC/C=C\C/C=C\C/C=C\CCCCCCC(=O)O[C@H](COC(=O)CCC/C=C\C/C=C\C/C=C\C/C=C\C/C=C\CC)COP(=O)(O)OC[C@@H](C(=O)O)N